C1(=CC=CC=C1)C1=C(N(C2=CC=CC=C12)C1=NC=CC=C1)C(CCC)=O 1-(3-phenyl-1-(pyridine-2-yl)-1H-indole-2-yl)butan-1-one